FC(C1=NN=C(S1)C1=NC=C2N1C=C(C=C2N2C[C@@H](NCC2)C)S(=O)(=O)NC2(CC2)CF)F (S)-3-(5-(difluoromethyl)-1,3,4-thiadiazol-2-yl)-N-(1-(fluoromethyl)cyclopropyl)-8-(3-methylpiperazin-1-yl)imidazo[1,5-a]pyridine-6-sulfonamide